4-((6-(benzyloxy)-2-(4-(methylsulfonyl)phenyl)naphthalen-1-yl)phenyl)piperazine C(C1=CC=CC=C1)OC=1C=C2C=CC(=C(C2=CC1)C1=C(C=CC=C1)N1CCNCC1)C1=CC=C(C=C1)S(=O)(=O)C